C(=O)(O)C1=CC=C(C=C1)/C=C/C(=O)C1=C(C=CC=C1)C(/C=C/C1=CC=C(C(=O)O)C=C1)=O 4-[(E)-3-[2-[(E)-3-(4-Carboxyphenyl)prop-2-enoyl]phenyl]-3-oxoprop-1-enyl]benzoic acid